2,4,6-tris[2-hydroxy-4-(3-sec-butoxy-2-hydroxypropyloxy)phenyl]-s-triazine OC1=C(C=CC(=C1)OCC(COC(C)CC)O)C1=NC(=NC(=N1)C1=C(C=C(C=C1)OCC(COC(C)CC)O)O)C1=C(C=C(C=C1)OCC(COC(C)CC)O)O